isopropyl tertiary butyl sulfide C(C)(C)(C)SC(C)C